methyl (6-bromopyridin-3-yl)(trifluoromethoxy)carbamate BrC1=CC=C(C=N1)N(C(OC)=O)OC(F)(F)F